(3S)-3-({5-chloro-4-[(5-cyclopropyl-1H-pyrazol-3-yl)amino]Pyrimidin-2-yl}-amino)-3-(4-fluorophenyl)-N-methylpropanamide ClC=1C(=NC(=NC1)N[C@@H](CC(=O)NC)C1=CC=C(C=C1)F)NC1=NNC(=C1)C1CC1